Tert-butyl N-[(3R)-1-{2-[1-(cyclopropylmethyl)-4-acetamido-1H-pyrrolo[2,3-b]pyridin-2-yl]-1-methyl-1H-1,3-benzodiazole-5-carbonyl}piperidin-3-yl]carbamate C1(CC1)CN1C(=CC=2C1=NC=CC2NC(C)=O)C2=NC1=C(N2C)C=CC(=C1)C(=O)N1C[C@@H](CCC1)NC(OC(C)(C)C)=O